C(C1=CC=CC=C1)NC(CC1=CC=C(C=N1)NC(C1=CC(=CC=C1)OC)=O)=O N-(6-(2-(benzylamino)-2-oxoethyl)pyridin-3-yl)-3-methoxybenzamide